FC1(CCC(CC1)C1=NC=CC(=C1NC(=O)C12COC(CC1)(CC2)C)C2=C(C=CC(=C2)F)F)F N-(2-(4,4-difluorocyclohexyl)-4-(2,5-difluorophenyl)pyridin-3-yl)-1-methyl-2-oxabicyclo[2.2.2]octane-4-carboxamide